(R)-4-(3H-[1,2,3]triazolo[4,5-b]pyridin-3-yl)-2-methyl-N-(3-methylpyridin-2-yl)-N-(piperidin-3-yl)benzamide N1=NN(C2=NC=CC=C21)C2=CC(=C(C(=O)N([C@H]1CNCCC1)C1=NC=CC=C1C)C=C2)C